O[C@H]1[C@H](CN(CC1)C1=NC2=C(N1C)C=C(C(=C2)NC(C=C)=O)C)NC2=NC=C(C=N2)C(F)(F)F N-(2-((3S,4R)-4-Hydroxy-3-((5-(trifluoromethyl)pyrimidin-2-yl)amino)piperidin-1-yl)-1,6-dimethyl-1H-benzo[d]imidazol-5-yl)acrylamide